CS(=O)(=O)[O-].C(CCCCCCCCC)[N+]1=C(C=CC=C1)CC 1-Decyl-2-ethylpyridinium methansulfonat